pyrazolo[5,4-d]pyrimidin-3-one N1=NC(C=2C1=NC=NC2)=O